N-[4-bromo-2-methyl-6-(methylcarbamoyl)phenyl]-2-(2,2-difluoroethyl)-5-(trifluoromethyl)pyrazole-3-carboxamide BrC1=CC(=C(C(=C1)C(NC)=O)NC(=O)C=1N(N=C(C1)C(F)(F)F)CC(F)F)C